1-bromo-2-chloro-3-methylsulfanyl-4-(2,2,2-trifluoroethoxy)benzene BrC1=C(C(=C(C=C1)OCC(F)(F)F)SC)Cl